C(C)(C)(C)OC(=O)N1CCN(CC1)C1=CC(=C(C=C1)C1=CC=C(C=C1)Cl)[C@@H](C1CCN(CC1)C1=CC=C(C=C1)C(=O)OC)O.C(=C)C1=CC=C(C=C1)[Si](O[Si](C)(C)C)(O[Si](C)(C)C)O[Si](C)(C)C p-vinylphenyltris(trimethylsiloxy)silane Tert-butyl-(R)-4-(4'-chloro-2-(hydroxy(1-(4-(methoxycarbonyl)phenyl)piperidin-4-yl)methyl)-[1,1'-biphenyl]-4-yl)piperazine-1-carboxylate